2-{7-[(3S,4S)-3-fluoro-2,2,6,6-tetramethylpiperidin-4-yl]-6-methyl-7H-pyrrolo[2,3-c]pyridazin-3-yl}-5-(1H-1,2,3-triazol-1-yl)phenol diformate C(=O)O.C(=O)O.F[C@@H]1C(NC(C[C@@H]1N1C(=CC2=C1N=NC(=C2)C2=C(C=C(C=C2)N2N=NC=C2)O)C)(C)C)(C)C